2-((2R,4S)-2-benzyl-4-methylazepan-1-yl)-6-((R)-2-methylmorpholino)pyrimidin-4(3H)-one C(C1=CC=CC=C1)[C@@H]1N(CCC[C@@H](C1)C)C1=NC(=CC(N1)=O)N1C[C@H](OCC1)C